(S)-6-fluoro-3-methyl-4-(3-methyloxetane-3-carbonyl)-2,3,4,5-tetrahydrobenzo[f][1,4]oxazepine-8-carbonitrile FC1=CC(=CC2=C1CN([C@H](CO2)C)C(=O)C2(COC2)C)C#N